C1(=CC=CC=C1)C1=C(C2=C([Se]C3=C2C=CC=C3)C=C1)C1=NN=NC(=C1C1=C(C(=CC=3C2=CC=CC=C2CC13)C)C)C1=C(C=CC=C1)C1=CC=CC=C1 Phenyl-[(biphenylyl)(dimethylfluorenyl)triazinyl]dibenzoselenophen